N-[[6-[(5-Chloro-2-pyridyl)oxy]-2-pyridyl]sulfonyl]-2-(2,2,4-trimethylpyrrolidin-1-yl)pyridin-3-carboxamid ClC=1C=CC(=NC1)OC1=CC=CC(=N1)S(=O)(=O)NC(=O)C=1C(=NC=CC1)N1C(CC(C1)C)(C)C